(2R)-2-[[6-[benzyl(ethyl)amino]-9-isopropyl-purin-2-yl]amino]butan-1-ol hydrochloride Cl.C(C1=CC=CC=C1)N(C1=C2N=CN(C2=NC(=N1)N[C@@H](CO)CC)C(C)C)CC